OCC[N-]CCO 2-hydroxy-N-(2-hydroxyethyl)ethyl-amide